C(C)(C)(C)OC(=O)N([C@@H](C(=O)OC)C(C)(C)C)C methyl (R)-2-((tert-butoxycarbonyl)(methyl)amino)-3,3-dimethylbutanoate